3-(cyclopentyloxy)-4-(4-methylpiperazin-1-yl)aniline C1(CCCC1)OC=1C=C(N)C=CC1N1CCN(CC1)C